CN1C=CC=2CCN3C(C2C1=O)CCN(C3=O)C 2,9-dimethyl-1H,2H,5H,6H,8H,9H,10H,11H,11aH-pyrimido[4,3-a]2,7-naphthyridine-1,8-dione